1-(4-bromophenyl)-2-(methylamino)ethanone BrC1=CC=C(C=C1)C(CNC)=O